Cl.F[C@H]1[C@@H](CNC1)O (3R,4R)-4-fluoropyrrolidin-3-ol HCl